FC(OC1=CC=C(C(=O)N[C@H](CO)C2=CC(=CC=C2)F)C=C1)F 4-(difluoromethoxy)-N-[(1S)-1-(3-fluorophenyl)-2-hydroxyethyl]benzamide